C1CCC(C1)NC(=O)C(=O)NC2=NC=CS2 N1-CYCLOPENTYL-N2-(THIAZOL-2-YL)OXALAMIDE